COC1=CC=2N(C(C(=C(N2)C(F)(F)F)C=O)=O)C=C1 8-methoxy-4-oxo-2-(trifluoromethyl)-4H-pyrido[1,2-a]pyrimidine-3-carbaldehyde